N=1N(N=CC1)C1=CC=C(OC2=CC=C(C=C2)C(C)(C)C2=CC=C(OC3CC(C3)NC(OC(C)(C)C)=O)C=C2)C=C1 tert-butyl ((1r,3r)-3-(4-(2-(4-(4-(2H-1,2,3-triazol-2-yl)phenoxy) phenyl)propan-2-yl)phenoxy)cyclobutyl)carbamate